3-chloromethyl-1,2,4-oxadiazole ClCC1=NOC=N1